NC=1SC=C(N1)C(C(=O)OCC)(F)F ethyl 2-(2-aminothiazol-4-yl)-2,2-difluoroacetate